2-(2-fluoro-4-(pyrrolidin-2-yl)phenyl)-N-methylimidazo[2',1':2,3]thiazolo[4,5-c]pyridine-7-carboxamide hydrochloride Cl.FC1=C(C=CC(=C1)C1NCCC1)C=1N=C2SC3=C(C=NC(=C3)C(=O)NC)N2C1